C(C1=CC=CC=C1)N(C(C)=O)C(=C)C1=CC=C(C=C1)C N-benzyl-N-(1-(p-methylphenyl)vinyl)acetamide